C(C)(C)N(C1=CC=C2C=C(C(OC2=C1)(C)C)C=O)C 7-(isopropyl(methyl)amino)-2,2-dimethyl-2H-chromen-3-carbaldehyde